(2-(4-isopropyl-5-thioxo-4,5-dihydro-1H-1,2,4-triazol-3-yl)ethyl)-3-(pyridin-4-yl)urea C(C)(C)N1C(=NNC1=S)CCNC(=O)NC1=CC=NC=C1